1-(spiro[4.5]dec-7-en-7-yl)pent-4-en C1CCCC12CC(=CCC2)CCCC=C